diethyl-cyclohexylaminoethylphosphine C(C)P(CCNC1CCCCC1)CC